(1r,4r)-5'-(4-Amino-3-(dimethylcarbamoyl)-2-fluorophenyl)-4'-chloro-1',2'-dihydrospiro[cyclohexane-1,3'-pyrrolo[2,3-b]pyridine]-4-carboxamide NC1=C(C(=C(C=C1)C=1C(=C2C(=NC1)NCC21CCC(CC1)C(=O)N)Cl)F)C(N(C)C)=O